(1R,4R,7R)-2-{2-[7-(cyclopropylmethyl)-2-methoxy-7H-pyrrolo[2,3-d]pyrimidin-6-yl]-7-methoxy-1-methyl-1H-1,3-benzodiazole-5-carbonyl}-2-azabicyclo[2.2.1]heptan-7-amine C1(CC1)CN1C(=CC2=C1N=C(N=C2)OC)C2=NC1=C(N2C)C(=CC(=C1)C(=O)N1[C@@H]2CC[C@H](C1)[C@H]2N)OC